7-Methoxy-3-methyl-8-(1-methyl-1H-pyrazol-4-yl)-1-(1H-pyrrolo[3,2-c]pyridin-6-yl)-1,3-dihydroimidazo[4,5-c]quinolin-2-one COC=1C(=CC=2C3=C(C=NC2C1)N(C(N3C3=CC1=C(C=N3)C=CN1)=O)C)C=1C=NN(C1)C